The molecule is a D-alpha-amino acid zwitterion that is D-4-hydroxyphenylglycine in which a proton has been transferred from the carboxy group to the amino group. It is the major species at pH 7.3. It has a role as a bacterial metabolite. It is a tautomer of a D-4-hydroxyphenylglycine. C1=CC(=CC=C1[C@H](C(=O)[O-])[NH3+])O